FC1=C(N=CC=2NC(C=3N(C21)C(=NN3)C)(C)C)C3=C2C=CN(C2=CC(=C3)F)S(=O)(=O)C 9-fluoro-8-(6-fluoro-1-(methylsulfonyl)-1H-indol-4-yl)-1,4,4-trimethyl-4,5-dihydropyrido[3,4-e][1,2,4]triazolo[4,3-a]pyrazine